(±)-6-methyl-4-((tetrahydrofuran-2-yl)ethynyl)picolinic acid CC1=CC(=CC(=N1)C(=O)O)C#C[C@@H]1OCCC1 |r|